3-(3-chlorophenoxy)-2-(tritylamino)propionic acid ClC=1C=C(OCC(C(=O)O)NC(C2=CC=CC=C2)(C2=CC=CC=C2)C2=CC=CC=C2)C=CC1